ClC1=C(NC=2NSC=3C2N=CC(C3)=NC(C(=O)O)C(C)O)C=CC=C1C1=CC=CC=C1 2-((3-(2-chloro-3-phenylanilino)isothiazolo[4,5-b]pyridin-6-ylidene)amino)-3-hydroxybutyric acid